hexyl L-alaninate hydrochloride Cl.N[C@@H](C)C(=O)OCCCCCC